6-(2-methoxyethyl)quinoline-4-carboxylic acid COCCC=1C=C2C(=CC=NC2=CC1)C(=O)O